[Si](C)(C)(C(C)(C)C)OC[C@@H]1N(CC[C@@H]1N(S(=O)(=O)C)CC1=CC=C(C=C1)OC)C1=NC=CC(=C1F)OCC1=CC=C(C=C1)OC N-((2R,3S)-2-(((tert-butyldimethylsilyl)oxy)methyl)-1-(3-fluoro-4-((4-methoxybenzyl)oxy)-pyridin-2-yl)pyrrolidin-3-yl)-N-(4-methoxybenzyl)methanesulfonamide